2-(2-fluorophenyl)[1,2,4]triazolo[1,5-c]quinazolin-5(6H)-one FC1=C(C=CC=C1)C1=NN2C(NC=3C=CC=CC3C2=N1)=O